C(C)[C@]1(OC(O[C@H]1C1=C(C(=C(C=C1)F)F)OC)(C(F)(F)F)C)C(=O)O.C(C(CO)O)O 1,2,3-propanetriol ethyl-(4R,5S)-5-(3,4-difluoro-2-methoxyphenyl)-2-methyl-2-(trifluoromethyl)-1,3-dioxolane-4-carboxylate